4,8-dipiperidinyl-pyrimido[5,4-d]pyrimidine N1(CCCCC1)C=1C2=C(N=CN1)C(=NC=N2)N2CCCCC2